4-(4-(3-((6-methylpyridin-3-yl)oxy)propyl)piperazin-1-yl)-1H-indole hydrochloride Cl.CC1=CC=C(C=N1)OCCCN1CCN(CC1)C1=C2C=CNC2=CC=C1